S1C(=NC=C1)SSC=1SC=CN1 Dithiobisthiazole